C1=CC2=C(NN=C2C=C1)I Iodoindazole